[Si](C)(C)(C(C)(C)C)OC1(CCNCC1)CNC(C)=O N-((4-((tert-butyldimethylsilyl)oxy)piperidin-4-yl)methyl)acetamide